2-[4-[4-[2-(ethylamino)acetyl]piperazin-1-yl]-2-methoxy-anilino]-5,6-dihydropyrimido[4,5-e]indolizine-7-carboxamide C(C)NCC(=O)N1CCN(CC1)C1=CC(=C(NC=2N=CC3=C(N4C=CC(=C4CC3)C(=O)N)N2)C=C1)OC